C(C)(C)C1CCC(=CC1C1=C(C=C(C=C1O)CCCCC)O)C (6-isopropyl-3-methylcyclohex-2-en-1-yl)-5-pentylbenzene-1,3-diol